C(N)(=O)C=1C(=NN(C1NC1=CC=C(C=N1)C(=O)OC)COCC[Si](C)(C)C)C1=CC=C(C=C1)NS(=O)(=O)C(F)F methyl 6-({4-carbamoyl-3-[4-(difluoromethanesulfonamido)phenyl]-1-{[2-(trimethylsilyl)ethoxy]methyl}-1H-pyrazol-5-yl}amino)pyridine-3-carboxylate